4,4'-methylene-bis(6-tert-butyl-o-cresol) C(C=1C=C(C(=C(C1)C(C)(C)C)O)C)C=1C=C(C(=C(C1)C(C)(C)C)O)C